C1(CCCCC1)C[C@H](C(=O)OC)O Methyl (R)-3-cyclohexyl-2-hydroxypropanoat